cysteinal N[C@@H](CS)C=O